N[C@H]1[C@@H](C(CC12CCN(CC2)C=2C(=NC(=C(N2)C)C2=C(C(=CC=C2)Cl)Cl)CO)=O)C (3-((3s,4s)-4-amino-3-methyl-2-oxo-8-azaspiro[4.5]dec-8-yl)-6-(2,3-dichlorophenyl)-5-methylpyrazin-2-yl)methanol